bis-(2-methyl-1-naphthoyl)-4-biphenylylphosphine oxide CC1=C(C2=CC=CC=C2C=C1)C(=O)P(C1=CC=C(C=C1)C1=CC=CC=C1)(C(=O)C1=C(C=CC2=CC=CC=C12)C)=O